FC1=CC=C(C=C1)C1=NC(=CC(=C1)C(C)(C)NC(OCC1=CC=CC=C1)=O)OC1[C@@H]2CN(C[C@H]12)C(CC(C)=O)=O benzyl (2-(2-(4-fluorophenyl)-6-(((1R,5S,6s)-3-(3-oxobutanoyl)-3-azabicyclo[3.1.0]hexan-6-yl)oxy)pyridin-4-yl)propan-2-yl)carbamate